O=C1N(C(C2=CC=CC=C12)=O)CC1=CC=C(C=C1)CN(C(OC(C)(C)C)=O)C tert-butyl N-[[4-[(1,3-dioxoisoindolin-2-yl)methyl]phenyl]methyl]-N-methyl-carbamate